(R)-3-((3-(8-amino-4-(trifluoromethyl)pyrido[3,4-d]pyrimidin-2-yl)phenyl)ethynyl)-3-hydroxy-1-methylpyrrolidin-2-one trifluoroacetate FC(C(=O)O)(F)F.NC1=NC=CC2=C1N=C(N=C2C(F)(F)F)C=2C=C(C=CC2)C#C[C@]2(C(N(CC2)C)=O)O